OC(COCC(CCCCCCCCCCCCCCCC)O)CCCCCCCCCCCCCCCC 2-hydroxyoctadecyl ether